2-(4-(3-(trifluoromethyl)phenyl)piperazine-1-carbonyl)-5-cyanoindoline FC(C=1C=C(C=CC1)N1CCN(CC1)C(=O)C1NC2=CC=C(C=C2C1)C#N)(F)F